N-(2-(6-methoxynaphthalen-1-yl)ethyl)-N-methylpropan-2-amine COC=1C=C2C=CC=C(C2=CC1)CCN(C(C)C)C